5-iodo-N,N,1-trimethyl-1,3-benzodiazol-2-amine IC1=CC2=C(N(C(=N2)N(C)C)C)C=C1